N1C(=NC2=C1C=CC=C2)CNC(=O)C2=CC1=C(N(C=N1)C1=CC=C(C=C1)C#N)C=C2 N-((1H-benzo[d]imidazol-2-yl)methyl)-1-(4-cyanophenyl)-1H-benzo[d]imidazole-5-carboxamide